tert-butyl{2-[2-(2-[3-[(2,5-dioxopyrrolidin-1-yl)oxy]-3-oxopropoxy]ethoxy)ethoxy]ethyl} carbamate C(N)(OCC(OCCOCCOCCC(=O)ON1C(CCC1=O)=O)C(C)(C)C)=O